N4-(2-(6-methylpyridin-2-yl)pyrimidin-4-yl)-N2-(5-(piperazin-1-yl)pyridin-2-yl)pyrimidine-2,4-diamine CC1=CC=CC(=N1)C1=NC=CC(=N1)NC1=NC(=NC=C1)NC1=NC=C(C=C1)N1CCNCC1